C(#N)CCOP([O-])([O-])=S (2-cyanoethyl)phosphorothioate